NC1=C(C(=O)O)C(=CC(=C1)C(=O)O)N.[Cr] chromium 2,6-diaminoterephthalic acid